C(C)(C)(C)C=1C=C(C=C(C1)C(C)(C)C)[C@@H](C)C1=C(C(=CC(=C1)C)[C@H](C)C1=CC(=CC(=C1)C(C)(C)C)C(C)(C)C)N(CCN)C1=C(C=C(C=C1[C@H](C)C1=CC(=CC(=C1)C(C)(C)C)C(C)(C)C)C)[C@H](C)C1=CC(=CC(=C1)C(C)(C)C)C(C)(C)C N,N-bis(2,6-di((R)-1-(3,5-di-tert-butylphenyl)ethyl)-4-methylphenyl)ethane-1,2-diamine